6-fluoro-7-methoxy-9H-pyrimido[4,5-b]Indol-4-amine FC=1C=C2C3=C(NC2=CC1OC)N=CN=C3N